Br.N=1SN=C2C1C=CC=C2CN2C(OC(=C2)C)=N 3-[(2,1,3-benzothiadiazol-4-yl)methyl]-5-methyl-2,3-dihydro-1,3-oxazol-2-imine hydrobromide